N-[4-[(E)-(1,3-dimethylimidazol-1-ium-2-yl)azo]phenyl]-N',N'-diethyl-propane-1,3-diamine chloride [Cl-].C[N+]1=C(N(C=C1)C)\N=N\C1=CC=C(C=C1)NCCCN(CC)CC